ClC1=C(C=C(C=C1)C=1C=NC=CC1)N(C1=NN2C(NC(=CC2=O)CCC)=N1)C 2-[[2-chloro-5-(3-pyridyl)phenyl]-methylamino]-5-propyl-4H-[1,2,4]triazolo[1,5-a]pyrimidin-7-one